FC1=C(C=C(C=C1)F)CC1(CCNCC1)C(=O)O 4-[(2,5-difluorophenyl)methyl]Piperidine-4-carboxylic acid